COC(C(=O)C=1C=NC(=CC1)N(C)C(C)C)=O (6-(isopropyl-(methyl)amino)pyridin-3-yl)-2-oxoacetic acid methyl ester